methyl (1R,2S,5S)-6,6-dimethyl-3-[(2S)-3-(4-pyridyl)-2-[[2-[(3R)-tetrahydrofuran-3-yl]acetyl]amino]propanoyl]-3-azabicyclo[3.1.0]hexane-2-carboxylate CC1([C@H]2CN([C@@H]([C@@H]12)C(=O)OC)C([C@H](CC1=CC=NC=C1)NC(C[C@@H]1COCC1)=O)=O)C